CN([C@@H]1C(C[C@H](CC1)NC=1N=CC2=C(N1)N(C(C(=C2)C=2C=CC(=NC2)NS(=O)(=O)N2CCCCC2)=O)C(C)C)F)C N-(5-(2-(((1S,4S)-4-(dimethylamino)-3-fluorocyclohexyl)amino)-8-isopropyl-7-oxo-7,8-dihydropyrido[2,3-d]pyrimidin-6-yl)pyridin-2-yl)piperidine-1-sulfonamide